(1S)-2-(((S)-2-hydroxy-1-phenylethyl)amino)-1-(5-methoxypyridin-2-yl)-3-(pyrrolidin-1-yl)propan-1-ol OC[C@H](C1=CC=CC=C1)NC([C@H](O)C1=NC=C(C=C1)OC)CN1CCCC1